5-pentyl-cyclopentan-1-one C(CCCC)C1CCCC1=O